CC=1C=C(C=CC1)C12C(OCCN1)CCCC2 4a-(3-methylphenyl)octahydro-2H-benzo[b][1,4]oxazine